Methyl acetate (Methyl acetate) CCC(=O)O.C(C)(=O)OC